C(C)(C)(C)OC(=O)N[C@@H](C(C)C)C(=O)OC1CN(CCC1C=1C(=CC(=C2C(C=C(OC12)C1=C(C=CC=C1)Cl)=O)O)O)C 4-(2-(2-chlorophenyl)-5,7-dihydroxy-4-oxo-4H-chromen-8-yl)-1-methylpiperidin-3-yl (tert-butoxycarbonyl)-L-valinate